p-fluorophenylethyl-ammonium chloride [Cl-].FC1=CC=C(C=C1)CC[NH3+]